2-(Benzofuran-2-ylsulfonyl)-2,6,8-triazadispiro[3.0.45.34]dodecane-7,9-dione O1C(=CC2=C1C=CC=C2)S(=O)(=O)N2CC1(C2)C2(NC(NC2=O)=O)CCC1